2-(4-((6-((4-chloro-2-fluorobenzyl)oxy)-5-fluoropyridin-2-yl)oxy)piperidine-1-yl)acetamide ClC1=CC(=C(COC2=C(C=CC(=N2)OC2CCN(CC2)CC(=O)N)F)C=C1)F